(S)-3-chloro-N7-(3-fluorophenyl)-N5-(piperidin-3-yl)pyrazolo[1,5-a]pyrimidine-5,7-diamine ClC=1C=NN2C1N=C(C=C2NC2=CC(=CC=C2)F)N[C@@H]2CNCCC2